(1R,2S,3R,5R)-3-((5-chloro-4-(4-fluoro-2-(2-hydroxypropan-2-yl)-1-isopropyl-1H-benzo[d]imidazol-6-yl)pyrimidin-2-yl)amino)-7,7-difluoro-6,8-dioxabicyclo[3.2.1]octan-2-ol ClC=1C(=NC(=NC1)N[C@H]1[C@@H]([C@@H]2C(O[C@H](C1)O2)(F)F)O)C=2C=C(C1=C(N(C(=N1)C(C)(C)O)C(C)C)C2)F